3-(azetidin-3-yloxy)propionitrile hydrochloride Cl.N1CC(C1)OCCC#N